3-(1-(difluoromethyl)-1H-pyrazol-4-yl)-N6-(2-methoxy-4-morpholinophenyl)-N4-(tetrahydro-2H-pyran-4-yl)-1H-pyrazolo[3,4-d]pyrimidine-4,6-diamine FC(N1N=CC(=C1)C1=NNC2=NC(=NC(=C21)NC2CCOCC2)NC2=C(C=C(C=C2)N2CCOCC2)OC)F